(2s,3r,4s,5r,6r)-2-(2,3-dihydroxypropoxy)-6-(hydroxymethyl)oxacyclohexan-3,4,5-triol OC(CO[C@H]1O[C@@H]([C@@H]([C@@H]([C@H]1O)O)O)CO)CO